The molecule is an iminium ion obtained by protonation of the imino group of rosanilin free base. It is a conjugate acid of a rosanilin free base. CC1=CC(=C(C2=CC=C(C=C2)N)C3=CC=C(C=C3)N)C=CC1=[NH2+]